(R)-N-(7-(1-(1-propenylpiperidin-3-yl)-4-amino-1H-pyrazolo[3,4-d]pyrimidin-3-yl)benzo[d][1,3]dioxolan-4-yl)-4-fluorobenzamide C(=CC)N1C[C@@H](CCC1)N1N=C(C=2C1=NC=NC2N)C2=CC=C(C1=C2OCO1)NC(C1=CC=C(C=C1)F)=O